2-chloro-N,N,N-trimethylethanaminium ClCC[N+](C)(C)C